N=1C=CCCC(C1)=O azepine-6(5H)-one